1-(4-bromo-1-((2-(trimethylsilyl)ethoxy)methyl)-1H-imidazol-2-yl)-2-methylpropan-1-one BrC=1N=C(N(C1)COCC[Si](C)(C)C)C(C(C)C)=O